ethyl 4-(4-amino-5-((5-((ethylamino)methyl)pyridin-3-yl)carbamoyl)-6-oxopyrimidin-1(6H)-yl)-3,5-dichlorobenzoate NC=1N=CN(C(C1C(NC=1C=NC=C(C1)CNCC)=O)=O)C1=C(C=C(C(=O)OCC)C=C1Cl)Cl